FC1=C(C=CC(=C1)F)S(=O)(=O)NC=1C(=NC=C(C1)C=1C=C2C(=NC=NC2=CC1)N1CCC2(CN(C2)C(C(=C)F)=O)CC1)OC 2,4-difluoro-N-(5-(4-(2-(2-fluoroacryloyl)-2,7-diazaspiro[3.5]nonan-7-yl)quinazolin-6-yl)-2-methoxypyridin-3-yl)benzenesulfonamide